N-(4-((2-(1,1-difluoroethyl)pyrimidin-4-yl)amino)-5-(2-methoxypyrimidin-4-yl)pyridin-2-yl)acetamide FC(C)(F)C1=NC=CC(=N1)NC1=CC(=NC=C1C1=NC(=NC=C1)OC)NC(C)=O